N-((S)-1-(4-(2-methyl-1H-imidazol-1-yl)phenyl)ethyl)pyrrolidine-2-carboxamide CC=1N(C=CN1)C1=CC=C(C=C1)[C@H](C)NC(=O)C1NCCC1